C(C)O/C=C/C=1C(=NC(=NC1)SC)C(=O)OC Methyl (E)-5-(2-ethoxyvinyl)-2-(methylthio)pyrimidine-4-carboxylate